FC=1C=C(C=C(C1C)NC(=O)C1=CN=C2N1C=CC=C2)C2=NOC(=N2)C2CN(C2)C(=O)OC(C)C isopropyl 3-(3-(3-fluoro-5-(imidazo[1,2-a]pyridine-3-carboxamido)-4-methylphenyl)-1,2,4-oxadiazol-5-yl)azetidine-1-carboxylate